CS(=O)(=O)OCC1=CN=C(S1)C=1SC=CN1 [2,2'-bithiazol]-5-ylmethyl methanesulfonate